potassium 2-chloro-1,3-dibromobenzene ClC1=C(C=CC=C1Br)Br.[K]